C(C(C)C)(=O)C1CC(NCC1)C=1C=C2CCC=NC2=CC1 6-(4-Isobutyrylpiperidin-2-yl)-3,4-dihydroquinolin